[N-](S(=O)(=O)C(F)(F)F)S(=O)(=O)C(F)(F)F.C(CCC)[N+]1=CC=CC=C1 N-butylpyridinium bis(trifluoromethanesulfonyl)imide salt